C1=CC=C(C(=C1)[N+](=O)[O-])Cl NITROCHLOROBENZENE